N2-(tetrahydro-2H-pyran-4-yl)pyrido[3,4-b]Pyrazine-2,5-diamine O1CCC(CC1)NC=1N=C2C(=NC1)C(=NC=C2)N